FC=1C=CC(=C(C1)C1NCCC1)SC 2-[5-fluoro-2-(methylsulfanyl)phenyl]pyrrolidin